[Si](C)(C)(C(C)(C)C)OCC=1N=C2N(CCN(C2)C(=O)OC(C)(C)C)C1F tert-butyl 2-(((tert-butyldimethylsilyl) oxy) methyl)-3-fluoro-5,6-dihydroimidazo[1,2-a]pyrazine-7(8H)-carboxylate